2-((S)-1-propenoyl-4-(7-(8-methylnaphthalen-1-yl)-2-(((S)-tetrahydrofurane-3-yloxy)methyl)-5,6,7,8-tetrahydropyrido[3,4-d]pyrimidin-4-yl)piperazin-2-yl)acetonitrile C(C=C)(=O)N1[C@H](CN(CC1)C=1C2=C(N=C(N1)CO[C@@H]1COCC1)CN(CC2)C2=CC=CC1=CC=CC(=C21)C)CC#N